(S,2R)-1-[4-[4-(2,2-dimethoxyethyl)-1-piperidyl]phenyl]-2-phenyl-tetralin-6-ol COC(CC1CCN(CC1)C1=CC=C(C=C1)[C@@H]1[C@@H](CCC2=CC(=CC=C12)O)C1=CC=CC=C1)OC